o-nitro-veratrole [N+](=O)([O-])C1(C(C=CC=C1)OC)OC